C(=O)(O)CN=C1C(=C(CC(C1)(CO)O)NC(C(=O)O)CO)OC 2-[[3-(carboxymethylimino)-5-hydroxy-5-(hydroxymethyl)-2-methoxycyclohexen-1-yl]amino]-3-hydroxypropanoic acid